tert-butyl (1-(2-(2-(2-((2-(2,6-dioxopiperidin-3-yl)-1-oxoisoindolin-4-yl)amino)ethoxy)ethoxy)ethyl)piperidin-4-yl)carbamate O=C1NC(CCC1N1C(C2=CC=CC(=C2C1)NCCOCCOCCN1CCC(CC1)NC(OC(C)(C)C)=O)=O)=O